Cl.NC(C(=O)NC1=NC(=C(C=C1)C=1C(=NNC1C)C)F)=C(C1CC1)C1CC1 (2S)-2-amino-3,3-dicyclopropyl-N-[5-(3,5-dimethyl-1H-pyrazol-4-yl)-6-fluoro-2-pyridyl]propenamide hydrochloride